2-(2-(3,6-dihydro-2H-pyran-4-yl)-5-ethyl-6-(4-(5-hydroxy-6-methylpyrimidine-4-carbonyl)piperazin-1-yl)-7-oxo-[1,2,4]triazolo[1,5-a]pyrimidin-4(7H)-yl)acetic acid O1CCC(=CC1)C1=NN2C(N(C(=C(C2=O)N2CCN(CC2)C(=O)C2=NC=NC(=C2O)C)CC)CC(=O)O)=N1